C(C)(C)(C)OC(=O)N1C(CC(C(C1)CC(F)F)=O)=O.CC=1C=C(COC2=CC=C(CN3C(COCC3)C(=O)N)C=C2)C=CC1 4-(4-((3-methylbenzyl)oxy)benzyl)morpholine-3-carboxamide tert-butyl-5-(2,2-difluoroethyl)-2,4-dioxopiperidine-1-carboxylate